FC(OC1=C(C=C(C=C1)SC(C)C)C1=NN(C=C1NC(=O)C=1C=NN2C1N=CC=C2)CC(=O)N2CCC(CC2)N2CCN(CC2)C)F N-[3-[2-(difluoromethoxy)-5-isopropylsulfanyl-phenyl]-1-[2-[4-(4-methylpiperazin-1-yl)-1-piperidyl]-2-oxo-ethyl]pyrazol-4-yl]pyrazolo[1,5-a]pyrimidine-3-carboxamide